4-((1-methoxy-2-methylpropan-2-yl)amino)-2-((2-methoxy-4-(morpholinosulfonyl)phenyl)amino)-7H-pyrrolo[2,3-d]pyrimidine-5-carbonitrile COCC(C)(C)NC=1C2=C(N=C(N1)NC1=C(C=C(C=C1)S(=O)(=O)N1CCOCC1)OC)NC=C2C#N